SCCCCCCCCCCCCCCCC(=O)O L-16-mercaptohexadecanoic acid